C(C(=C)C)(=O)OCCC[Si](OCCOC)(OCCOC)OCCOC methacryloyloxypropyl-tris(methoxyethoxy)silane